[O-]CC.[O-]CC.[O-]CC.[O-]CC.[O-]CC.[Ta+5] tantalum(V) pentaethoxide